3-(5-(trifluoromethyl) pyridin-2-yl)oxetan-3-yl 3-(methylcarbamoyl)but-3-enoate CNC(=O)C(CC(=O)OC1(COC1)C1=NC=C(C=C1)C(F)(F)F)=C